4-{5-[(1-{[3-methyl-4-(trifluoromethyl)phenyl]carbamoyl}-D-prolyl)amino]pyridin-2-yl}benzoic acid CC=1C=C(C=CC1C(F)(F)F)NC(=O)N1[C@H](CCC1)C(=O)NC=1C=CC(=NC1)C1=CC=C(C(=O)O)C=C1